O1CCC12CNC2 1-oxa-6-azaspiro[3.3]heptan